FC(OC1=CC=C(CN)C=C1)(F)F 4-(trifluoromethoxy)benzyl-amine